6-Chloro-1-cyclopropyl-2-(pyrimidin-5-yl)-1H-benzo[d]imidazol ClC=1C=CC2=C(N(C(=N2)C=2C=NC=NC2)C2CC2)C1